N[C@H]1[C@@H](O[C@@H]([C@H]([C@@H]1O)O)CO)O[C@H]1[C@@H]([C@H](C(O)O[C@@H]1CO)NC(C)=O)O[C@@H](C(=O)O)C 2-amino-2-deoxy-β-D-gluco-pyranosyl-(1→4)-N-acetylmuramic acid